sodium thiotetradecanoate C(CCCCCCCCCCCCC)(=S)[O-].[Na+]